1-{5-fluoro-2-[3-(4-methyl-piperazin-1-yl)-phenylamino]-pyrimidin-4-yl}-5-methoxy-1H-indole-3-carboxylic acid amide FC=1C(=NC(=NC1)NC1=CC(=CC=C1)N1CCN(CC1)C)N1C=C(C2=CC(=CC=C12)OC)C(=O)N